C1(CC1)OC1=C(C(=NC=C1)OC)I 4-cyclopropoxy-3-iodo-2-methoxypyridine